[P].[N].P(=O)(N)(N)N phosphoramide nitrogen phosphorus